(R)-3-(1-((7-(1-ethoxyvinyl)-2-methyl-6-(2-oxa-7-azaspiro[3.5]nonan-7-yl)quinazolin-4-yl)amino)ethyl)-2-methylbenzonitrile C(C)OC(=C)C1=C(C=C2C(=NC(=NC2=C1)C)N[C@H](C)C=1C(=C(C#N)C=CC1)C)N1CCC2(COC2)CC1